FC=1C=C2C(=NC1)NN=C2C 5-fluoro-3-methyl-1H-pyrazolo[3,4-b]pyridin